[2,4-difluoro-6-[2-fluoro-4-(4-propylcyclohexen-1-yl) phenyl]-3-(trifluoromethyl) phenyl] triflate O(S(=O)(=O)C(F)(F)F)C1=C(C(=C(C=C1C1=C(C=C(C=C1)C1=CCC(CC1)CCC)F)F)C(F)(F)F)F